2-(4-bromophenyl)-2H-indazole BrC1=CC=C(C=C1)N1N=C2C=CC=CC2=C1